N2,N3-di-tert-butyl-6-(p-tolyl)pyridine-2,3-diamine C(C)(C)(C)NC1=NC(=CC=C1NC(C)(C)C)C1=CC=C(C=C1)C